3-(methoxy(phenyl)methylene)-2-oxoindoline-6-carboxylic acid methyl ester COC(=O)C1=CC=C2C(C(NC2=C1)=O)=C(C1=CC=CC=C1)OC